3-[Hydroxy-(4-methoxy-phenyl)-(4-trifluoromethoxy-phenyl)-methyl]-3-methyl-azetidine-1-carboxylic acid tert-butyl ester C(C)(C)(C)OC(=O)N1CC(C1)(C)C(C1=CC=C(C=C1)OC(F)(F)F)(C1=CC=C(C=C1)OC)O